ClC1=C(C(=O)NC2=C(C(=C(C=C2)F)NC(C(=C)F)=O)F)C=C(C=C1)NC(=O)[C@@H]1C([C@H]1C1=CC(=C(C=C1)F)C(F)(F)F)(Cl)Cl 2-Chloro-5-((1R,3R)-2,2-dichloro-3-(4-fluoro-3-(trifluoromethyl)phenyl)cyclopropane-1-carboxamido)-N-(2,4-difluoro-3-(2-fluoroacrylamido)phenyl)benzamide